C(C)C=1C=C(C2=C(NC(C[C@H](N2)C)=O)C1)C=1C=CC=C2C=C(N=CC12)C=1C=CC(=NC1)C(=O)OC Methyl (R)-5-(8-(8-ethyl-4-methyl-2-oxo-2,3,4,5-tetrahydro-1H-benzo[b][1,4]diazepin-6-yl)isoquinolin-3-yl)picolinate